5-chloro-N-(4-nitrophenyl)benzo[d]oxazol-2-amine ClC=1C=CC2=C(N=C(O2)NC2=CC=C(C=C2)[N+](=O)[O-])C1